tert-butyl 6-[3-(2,4-dioxohexahydropyrimidin-1-yl)azetidin-1-yl]pyridine-3-carboxylate O=C1N(CCC(N1)=O)C1CN(C1)C1=CC=C(C=N1)C(=O)OC(C)(C)C